ClC=1C=C(C=CC1F)NC(N(CC1CCOCC1)[C@H](C)C1=CNC(C2=CC=CC=C12)=O)=O (R)-3-(3-chloro-4-fluorophenyl)-1-(1-(1-oxo-1,2-dihydro-isoquinolin-4-yl)ethyl)-1-((tetrahydro-2H-pyran-4-yl)methyl)urea